heptatriaconta-6,9,28,31-tetraen-19-yl 4-(dimethyl amino)butanoate CN(CCCC(=O)OC(CCCCCCCCC=CCC=CCCCCC)CCCCCCCCC=CCC=CCCCCC)C